2-chloro-4-(8-(4-(4-((1-(2-(2,6-dioxopiperidin-3-yl)-1,3-dioxoisoindolin-5-yl)-3-fluoroazetidin-3-yl)methyl)piperazin-1-yl)benzoyl)-2,8-diazaspiro[4.5]decan-2-yl)benzonitrile ClC1=C(C#N)C=CC(=C1)N1CC2(CC1)CCN(CC2)C(C2=CC=C(C=C2)N2CCN(CC2)CC2(CN(C2)C=2C=C1C(N(C(C1=CC2)=O)C2C(NC(CC2)=O)=O)=O)F)=O